[K].N[C@H](C(=O)O)CCP(=O)(OC)O (2S)-2-amino-4-(methylphosphono)butanoic acid potassium